1-(3-fluorobenzyl)-2-methyl-6-(5H-pyrrolo[2,3-b]pyrazin-5-yl)-1H-imidazo[4,5-b]pyridine FC=1C=C(CN2C(=NC3=NC=C(C=C32)N3C=CC=2C3=NC=CN2)C)C=CC1